2-(2-Hydroxy-3,5-dicumylphenyl)phenylbenzotriazole OC1=C(C=C(C=C1C(C)(C)C1=CC=CC=C1)C(C)(C)C1=CC=CC=C1)C1=C(C=CC=C1)C1=CC=CC=2NN=NC21